P(=O)([O-])([O-])[O-].[Sm+3].FC1([C@](C1)(CN1C[C@H](CC1)F)CO)F [(1R)-2,2-difluoro-1-{[(3S)-3-fluoropyrrolidin-1-yl]methyl}cyclopropyl]methanol samarium phosphate